2-(6-Cyanopyridin-3-yl)-N-[(2S)-1-hydroxypropan-2-yl]-6-[4-(trifluoromethoxy)phenyl]pyrimidin C(#N)C1=CC=C(C=N1)C1N(C(=CC=N1)C1=CC=C(C=C1)OC(F)(F)F)[C@H](CO)C